N-(3-Chloro-4-fluorophenyl)-4-(5-(3-(difluoromethoxy)-1-methyl-1H-pyrazol-5-yl)-5-hydroxyoctahydropentalen-2-yl)-1-methyl-1H-imidazole-5-carboxamide ClC=1C=C(C=CC1F)NC(=O)C1=C(N=CN1C)C1CC2CC(CC2C1)(O)C1=CC(=NN1C)OC(F)F